3-(4-(pyrimidin-5-ylsulfonyl)phenyl)urea N1=CN=CC(=C1)S(=O)(=O)C1=CC=C(C=C1)NC(N)=O